(2r,4r,6s)-tert-butyl 4-(2-((trans)-4-(3-(4-cyano-3-(trifluoromethyl) phenyl)-5,5-dimethyl-4-oxo-2-thioxoimidazolidin-1-yl) cyclohexyl) ethoxy)-2,6-dimethylpiperidine-1-carboxylate C(#N)C1=C(C=C(C=C1)N1C(N(C(C1=O)(C)C)[C@@H]1CC[C@H](CC1)CCOC1C[C@H](N([C@H](C1)C)C(=O)OC(C)(C)C)C)=S)C(F)(F)F